C(C)C(CN(CC(CCCC)CC)CCN1N=NC2=C1C=CC=C2CC(C(=O)O)C)CCCC 1-[N,N-bis(2-Ethylhexyl)aminomethyl]methylbenzotriazoleisobutyryl alcohol